C(=O)C=1C=C(C=CC1C=1C(=CC2=C(OCCC3=C2SC=C3)C1)C(=O)NC1=CC=C(CNC(OC(C)(C)C)=O)C=C1)C1=CC=C(C=C1)OC tert-butyl (4-(8-(3-formyl-4'-methoxy-[1,1'-biphenyl]-4-yl)-4,5-dihydrobenzo[b]thieno[2,3-d]oxepine-9-carboxamido)benzyl)carbamate